[O-]S(=O)(=O)C(F)(F)F.[Yb+3].BrCCC1=CC=CC=C1.[O-]S(=O)(=O)C(F)(F)F.[O-]S(=O)(=O)C(F)(F)F (2-bromoethyl)benzene Ytterbium(III) triflat